2,3,4,6-tetra-O-benzyl-glucose C(C1=CC=CC=C1)O[C@@H](C=O)[C@@H](OCC1=CC=CC=C1)[C@H](OCC1=CC=CC=C1)[C@H](O)COCC1=CC=CC=C1